3-{5-O-[bis(4-methoxyphenyl)(phenyl)methyl]-2-deoxy-2-fluoro-β-D-arabinofuranosyl}-N-(phenylcarbonyl)-3H-imidazo[4,5-b]pyridin-7-amine COC1=CC=C(C=C1)C(OC[C@@H]1[C@H]([C@@H]([C@@H](O1)N1C=NC=2C1=NC=CC2NC(=O)C2=CC=CC=C2)F)O)(C2=CC=CC=C2)C2=CC=C(C=C2)OC